C(C1=CC=CC=C1)OC1=NC(=NC(=C1C(=O)OCC)C)[C@@H]1O[C@]([C@H]([C@H]1C1=C(C(=C(C=C1)F)F)OC)C)(C(F)(F)F)C ethyl 4-(benzyloxy)-2-((2R,3S,4S,5R)-3-(3,4-difluoro-2-methoxyphenyl)-4,5-dimethyl-5-(trifluoromethyl)tetrahydrofuran-2-yl)-6-methylpyrimidine-5-carboxylate